4-(2,5-difluorophenyl)-7-(2-morpholinylpyrimidin-5-yl)-3,4-dihydro-1H-benzo[4,5]imidazo[2,1-c][1,4]oxazine FC1=C(C=C(C=C1)F)C1N2C(COC1)=NC1=C2C=C(C=C1)C=1C=NC(=NC1)N1CCOCC1